(R)-1-(4-(3-((4-amino-5-(4-phenoxyphenyl)-7-(tetrahydrofuran-3-yl)-7H-pyrrolo[2,3-d]pyrimidin-6-yl)ethynyl)azetidin-1-yl)piperidin-1-yl)prop-2-en-1-one NC=1C2=C(N=CN1)N(C(=C2C2=CC=C(C=C2)OC2=CC=CC=C2)C#CC2CN(C2)C2CCN(CC2)C(C=C)=O)[C@H]2COCC2